C(CCCCCCC)NC(CCCCC(=O)OO)=O 6-octylamino-6-oxo-peroxyhexanoic acid